(R)-N-(cyclopentylmethylene)-2-methylpropane-2-sulfinamide C1(CCCC1)C=N[S@](=O)C(C)(C)C